COC(=O)C1=CC=C(C=C1)C1CC(CC1)(C(=O)O)C 3-(4-(methoxycarbonyl)phenyl)-1-methylcyclopentane-1-carboxylic acid